4'-chloro-9'-(piperidin-4-yl)-5'H-spiro[cycloheptane-1,7'-indolo[1,2-a]quinazolin]-5'-one ClC=1C=2C(N=C3N(C2C=CC1)C1=CC=C(C=C1C31CCCCCC1)C1CCNCC1)=O